7-allyl-2-chlorobenzo[d]thiazol-6-ol C(C=C)C1=C(C=CC=2N=C(SC21)Cl)O